ClC=1C=C(C=C(C1)F)C1=NC(=C2N1CC(C(C2O)F)F)C(F)(F)F 3-(3-chloro-5-fluorophenyl)-6,7-difluoro-1-(trifluoromethyl)-5,6,7,8-tetrahydroimidazo[1,5-a]pyridin-8-ol